α,4-Dimethylbenzenepropanal CC(C=O)CC1=CC=C(C=C1)C